2-(6-{5-chloro-2-[(oxacyclohex-4-yl)amino]pyrimidin-4-yl}-1-oxo-2,3-dihydro-1H-isoindol-2-yl)-N-[(1S)-1-(5-fluoro-6-methylpyridin-2-yl)-2-hydroxyethyl]acetamide ClC=1C(=NC(=NC1)NC1CCOCC1)C1=CC=C2CN(C(C2=C1)=O)CC(=O)N[C@H](CO)C1=NC(=C(C=C1)F)C